C1N(CCC2=CC=CC=C12)C[C@H](CN1CC(OC2=C(C1=O)C=CC(=C2)OC2CCN(CC2)C)(C)C)O 4-[(2R)-3-(3,4-dihydro-1H-isoquinolin-2-yl)-2-hydroxy-propyl]-2,2-dimethyl-8-[(1-methyl-4-piperidinyl)oxy]-3H-1,4-benzoxazepin-5-one